(4-chlorophenyl)-(pyridin-2-yl)-methyltrichloroacetimidate ClC1=CC=C(C=C1)C(N=C(C(Cl)(Cl)Cl)[O-])C1=NC=CC=C1